tert-butyl (3-(2-amino-1H-imidazol-1-yl)propyl)carbamate NC=1N(C=CN1)CCCNC(OC(C)(C)C)=O